Di-isopropylether C(C)(C)OC(C)C